9,9'-Spirobi[fluoren] C1=CC=CC=2C3=CC=CC=C3C3(C12)C1=CC=CC=C1C=1C=CC=CC13